C1(CCCCC1)NC1=C(C=C(C=C1)S(=O)(=O)NC)C1=NNC(=N1)C 4-(Cyclohexylamino)-N-methyl-3-(5-methyl-1H-1,2,4-triazol-3-yl)benzenesulfonamide